1-chloropropan-2-one ClCC(C)=O